6-fluoro-2'-methoxy-4'-(1-methyl-1H-pyrazol-3-yl)-[1,1'-biphenyl] FC1=CC=CC=C1C1=C(C=C(C=C1)C1=NN(C=C1)C)OC